ClC1=CC2=NC(=CC=C2S1)C(C)N1C[C@@H](N(C[C@H]1CC)C1=CC(N(C=2N1N=C(C2)CC#N)C)=O)CC 2-(7-((2S,5R)-4-(1-(2-chlorothieno[3,2-b]pyridin-5-yl)ethyl)-2,5-diethylpiperazin-1-yl)-4-methyl-5-oxo-4,5-dihydropyrazolo[1,5-a]pyrimidin-2-yl)acetonitrile